NC=1C(NC=2C3=C(C(=CC2C1C1=C2C=NNC2=C(C=C1)F)C)C=NN3C)=O 7-Amino-6-(7-fluoro-1H-indazol-4-yl)-1,4-dimethyl-9H-pyrazolo[4,3-h]quinolin-8-one